FC([C@H]1[C@@H](C1)NC(=O)NCC1=NC=NC(=C1)OCC(F)(F)F)(F)F |r| 1-[rac-(1R,2R)-2-(trifluoromethyl)cyclopropyl]-3-[[6-(2,2,2-trifluoroethoxy)pyrimidin-4-yl]methyl]urea